tri(pent-4-en-1-yl)phosphane C(CCC=C)P(CCCC=C)CCCC=C